(6-chloro-5-methoxy-2-methylpyrimidin-4-yl)-1lambda6-thiomorpholine-1,1-dione ClC1=C(C(=NC(=N1)C)N1CCS(CC1)(=O)=O)OC